N-ethyl-N-(4-tolyl)glycine tert-butyl-N-[(1S,3R)-3-aminocyclohexyl]carbamate C(C)(C)(C)N(C(O)=O)[C@@H]1C[C@@H](CCC1)N.C(C)N(CC(=O)O)C1=CC=C(C=C1)C